The molecule is a member of the class of triazoles that is 3,3-dimethyl-1-(1,2,4-triazol-1-yl)butane-1,2-diol substituted at position O-1 by a biphenyl-4-yl group. It is a member of biphenyls, an aromatic ether, a member of triazoles and a secondary alcohol. CC(C)(C)C(C(N1C=NC=N1)OC2=CC=C(C=C2)C3=CC=CC=C3)O